N-((2R,3S)-1-(4-methylpyridin-2-yl)-2-((((CIS)-4-phenylcyclohexyl)oxy)methyl)pyrrolidin-3-yl)methanesulfonamide CC1=CC(=NC=C1)N1[C@H]([C@H](CC1)NS(=O)(=O)C)CO[C@@H]1CC[C@@H](CC1)C1=CC=CC=C1